3-methyl-benzoimidazole-4-carbonitrile CN1C=NC2=C1C(=CC=C2)C#N